FC=1C(=NC=C(C1)OC1=CC(=NC=C1)C=1C=NN(C1)C)N 3-fluoro-5-((2-(1-methyl-1H-pyrazol-4-yl)pyridin-4-yl)oxy)pyridin-2-amine